C(C)OC(C(C(C)C)N1N=NC(=C1)N1CC2(CN(C2)C(=O)OC(C)(C)C)C1)=O tert-butyl 6-(1-(1-ethoxy-3-methyl-1-oxobutan-2-yl)-1H-1,2,3-triazol-4-yl)-2,6-diazaspiro[3.3]heptane-2-carboxylate